BrC1=NN(C(C1)C(=O)O)C1=NC=CC=C1 3-bromo-1-(pyridyl)-4,5-dihydro-1H-pyrazole-5-carboxylic acid